ClC=1C=NN2C1[C@H]([C@H](CC2)[C@H]2N1C(C3=CC=CC=C23)=CN=C1)O (4S,5R)-3-Chloro-5-((R)-5H-imidazo[5,1-a]isoindol-5-yl)-4,5,6,7-tetrahydropyrazolo[1,5-a]pyridin-4-ol